COC1=C(C=CC(=C1)OC)CN1CC(CC1=O)C(=O)N1CCC(CC1)C(=O)OC methyl 1-[1-[(2,4-dimethoxyphenyl)methyl]-5-oxo-pyrrolidine-3-carbonyl]piperidine-4-carboxylate